NC1=NC(=CC=C1NC(OCC1=CC=CC=C1)=O)Cl Benzyl (2-amino-6-chloropyridin-3-yl)carbamate